tert-butyl (R)-3-(3-fluorophenyl)isooxazolidine-2-carboxylate FC=1C=C(C=CC1)[C@@H]1N(OCC1)C(=O)OC(C)(C)C